C(C)OC([C@H](CC(C(=O)C1=CC2=CC=CC=C2C=C1)C1=C(C=CC=C1)OC)F)=O (S)-2-fluoro-4-(2-methoxyphenyl)-5-(naphthalen-2-yl)-5-oxopentanoic acid ethyl ester